C1(CC1)C(=O)OCCC=1C=NC(=CC1)NCC1=C(CC(C=C1)(F)Br)F (1s,2s)-2-[6-(4-bromo-2,4-difluoro-benzylamino)-pyridin-3-yl]Ethyl cyclopropanecarboxylate